CN(C1=CC=C(C=C1)N=NC1=CC=C(C(=O)O)C=C1)C 4-([4-(dimethylamino)phenyl]azo)-benzoic acid